[N+](=O)([O-])C1=CC=C(OCCC2=C(C=CC=C2)C2=CC=CC=C2)C=C1 2-(2-(4-nitrophenoxy)ethyl)-[1,1'-biphenyl]